C(C)(C)OC1=NC=2N(C=C1C(=O)NC1=NN(C=C1)C)C=C(N2)[C@]21CO[C@](CC2)(C1)C 7-isopropoxy-N-(1-methyl-1H-pyrazol-3-yl)-2-((1R,4S)-1-methyl-2-oxabicyclo[2.2.1]heptan-4-yl)imidazo[1,2-a]pyrimidine-6-carboxamide